C[C@@H]1OC[C@@]2(CC=3N=C(N=C(C3CO2)N2CCOCCC2)S(=O)(=O)C)C2=CC(=CC=C12)NC(OC(C)(C)C)=O |r| tert-butyl ((1SR,4RS)-1-methyl-2'-(methylsulfonyl)-4'-(1,4-oxazepan-4-yl)-5',8'-dihydrospiro[isochromane-4,7'-pyrano[4,3-d]pyrimidin]-6-yl)carbamate